FC1=C2C=C(NC2=CC=C1OC1=NC=NN2C1=C(C(=C2)OC[C@@H](C)O)C)C (2R)-1-[4-[(4-fluoro-2-methyl-1H-indol-5-yl)oxy]-5-methylpyrrolo[2,1-f][1,2,4]triazin-6-yl]oxypropan-2-ol